3-(diaminomethylidene)-1,1-dimethylguanidine hydrochloride Cl.NC(=NC(N(C)C)=N)N